(cis)-di-tert-Butyl 1-((3-(ethoxycarbonyl)-3-methylcyclobutyl) methyl)-6,6-difluorohexahydropyrrolo[3,2-c]pyrazole-2,4-dicarboxylate C(C)OC(=O)C1(CC(C1)CN1N(C[C@H]2[C@@H]1C(CN2C(=O)OC(C)(C)C)(F)F)C(=O)OC(C)(C)C)C